ClC1=CC=C(C(=N1)C(=O)NS(=O)(=O)C)N[C@H](C)C=1C=C(C=C2C(N(C(=NC12)N1C[C@H](CC1)OC=1C=NN(C1)C)C)=O)C 6-chloro-3-(((R)-1-(3,6-dimethyl-2-((S)-3-((1-methyl-1H-pyrazol-4-yl)oxy)pyrrolidin-1-yl)-4-oxo-3,4-dihydroquinazolin-8-yl)ethyl)amino)-N-(methylsulfonyl)picolinamide